perfluoro-2,2-dimethyladamantane FC12C(C3(C(C(C(C(C1(F)F)(C3(F)F)F)(F)F)(C2(F)F)F)(F)F)F)(C(F)(F)F)C(F)(F)F